CC1=NC(=CC(=N1)C1=CN(C2=C1C(=NC=C2)C(F)(F)F)CC2COC2)OC2CCC(CC2)C(F)(F)F 2-methyl-4-{1-[(oxetan-3-yl)methyl]-4-(trifluoromethyl)-1H-pyrrolo[3,2-c]pyridin-3-yl}-6-{[(1r,4r)-4-(trifluoromethyl)-cyclohexyl]oxy}pyrimidine